O=C([C@H](O)[C@@H](O)[C@H](O)CO)[O-].[K+] potassium D-xylonate